N1(CCNCCC1)C(=O)OC(C)(C)C tert-butyl 1,4-diazacycloheptane-1-carboxylate